Br/C=C/C1=CC=C(N(C)C)C=C1 (E)-4-(2-bromovinyl)-N,N-dimethylaniline